FC1=CC=C(C=C1)N1C(N(C=C(C1=O)C(=O)NC1=CC=C(C=C1)OC1=C(C=NC=C1)C=1C=NN(C1)C)CC)=O 3-(4-fluorophenyl)-1-ethyl-N-(4-((3-(1-methyl-1H-pyrazol-4-yl)pyridin-4-yl)oxy)phenyl)-2,4-dioxo-1,2,3,4-tetrahydropyrimidin-5-carboxamide